4-Amino-3-(6-phenylpyridin-3-ylazo)naphthalin NC1=C(C=CC2=CC=CC=C12)N=NC=1C=NC(=CC1)C1=CC=CC=C1